ClC1=C(C=CC(=C1)OC(F)(F)F)[C@@H]1[C@H](O[C@](C1)(C(F)(F)F)C)C(=O)O |r| rac-(2S,3R,5R)-3-(2-chloro-4-(trifluoromethoxy)phenyl)-5-methyl-5-(trifluoromethyl)tetrahydrofuran-2-carboxylic acid